1-(4-bromophenyl)-2-chloroethane-1-one BrC1=CC=C(C=C1)C(CCl)=O